(E)-3-Octen-2-one CC(\C=C\CCCC)=O